3-(1-((4-fluorophenyl)sulfonyl)piperidin-3-yl)-1-(3-methoxyphenyl)imidazo[1,5-a]pyridine FC1=CC=C(C=C1)S(=O)(=O)N1CC(CCC1)C1=NC(=C2N1C=CC=C2)C2=CC(=CC=C2)OC